Cl.C[C@H]1C(CC=2C(N1CC(CO)N)=C(SC2Br)C(=O)O)(F)F.C(C)(C)(C)OC(=O)NC(=N)N 1-(t-butoxycarbonyl)guanidine methyl-(S)-1-(2-amino-3-hydroxypropyl)-5-bromo-3,3-difluoro-1,2,3,4-tetrahydrothieno[3,4-b]pyridine-7-carboxylate hydrochloride